(9H-fluoren-9-yl)methyl (R)-(3-cyano-1-((5-cyclopropyl-6-(4-ethynyl-2-hydroxyphenyl)pyridazin-3-yl)amino)-1-oxopropane-2-yl)carbamate C(#N)C[C@H](C(=O)NC=1N=NC(=C(C1)C1CC1)C1=C(C=C(C=C1)C#C)O)NC(OCC1C2=CC=CC=C2C=2C=CC=CC12)=O